ClC=1C=C2C(=C3C4(NC(NC13)=O)CCCCC4)OC(=C2)CN(C)CC=2OC=CC2 5'-chloro-2'-{[(furan-2-ylmethyl)(methyl)amino]methyl}-7',8'-dihydro-6'H-spiro[cyclohexane-1,9'-furo[2,3-f]quinazoline]-7'-one